(3R,5aS,6R,8aS,9R,10R,12R,12aR)-N-(2-fluoroethyl)-3,6,9-trimethyldecahydro-12H-3,12-epoxypyrano[4,3-j][1,2]benzodioxepin-10-carboxamide FCCNC(=O)[C@H]1[C@@H]([C@@H]2CC[C@H]([C@@H]3CC[C@]4(OO[C@]32[C@H](O1)O4)C)C)C